C(C)(=O)OC(\C=C/C)CC (3Z)-ethyl-2-buten-1-yl acetate